4-ethoxycarbonylmethyl-cyclohexanone benzenesulfonyl hydrazone C1(=CC=CC=C1)S(=O)(=O)NN=C1CCC(CC1)CC(=O)OCC